NCCN(C(CCC(=O)OC(C1=C(C=CC=C1)Cl)(C1=CC=CC=C1)C1=CC=CC=C1)=O)C (2-Chlorotrityl) 4-((2-aminoethyl) (methyl)amino)-4-oxobutanoate